FC1=C(CN2C(N(N=C2)C2=CC=C(C=C2)OC=2SC3=C(N2)CCCC3)=O)C(=CC=C1)F 4-(2,6-difluorobenzyl)-2-(4-((4,5,6,7-tetrahydrobenzo[d]thiazol-2-yl)oxy)phenyl)-2,4-dihydro-3H-1,2,4-triazol-3-one